ClC=1C(=C2C=NNC2=C(C1F)C(C(C)C)F)C=1N=CC=2N(C1)C=C(N2)NC(=O)[C@H]2[C@H](C2)F (1S,2S)-N-(6-(5-chloro-6-fluoro-7-(1-fluoro-2-methylpropyl)-1H-indazol-4-yl)imidazo[1,2-a]pyrazin-2-yl)-2-fluorocyclopropane-1-carboxamide